FC1(CCN(CCC1)C1=C(C(=O)NC2=CC(=CC=C2)[S@@](=O)(=N)C)C(=C(C=N1)F)C)F (R)-2-(4,4-difluoroazepan-1-yl)-5-fluoro-4-methyl-N-(3-(S-methylsulfonimidoyl)phenyl)nicotinamide